N-{[4-(cyclopropyloxy)-pyridin-3-yl]methyl}-6-(difluoromethoxy)-5-fluoropyridine-3-carboxamide C1(CC1)OC1=C(C=NC=C1)CNC(=O)C=1C=NC(=C(C1)F)OC(F)F